OC(CC(=O)[O-])CCCCCCCCC 3-hydroxydodecanoat